N1=C(N=CC=C1)C1=NC=C(C=N1)C(=O)O 2-(pyrimidine-2-yl)pyrimidine-5-formic acid